C1(CCCC1)S(=O)(=O)N=C1CC=C(N=C1)N1N=C(C(=C1O)C1=CC=C(C#N)C=C1)C 4-(1-(5-(cyclopentanesulfonylimino)pyridin-2-yl)-5-hydroxy-3-methyl-1H-pyrazol-4-yl)benzonitrile